8-(chloromethoxy)-3-[1-(2,2,3,3,3-pentafluoropropyl)-1H-pyrazol-4-yl]-2-(trifluoromethyl)-4H-pyrido[1,2-a]pyrimidin-4-one ClCOC1=CC=2N(C(C(=C(N2)C(F)(F)F)C=2C=NN(C2)CC(C(F)(F)F)(F)F)=O)C=C1